N-((S)-1-((2S,4R)-4-hydroxy-2-((4-(4-methylthiazol-5-yl)benzyl)carbamoyl)pyrrolidin-1-yl)-3,3-dimethyl-1-oxobutan-2-yl)-6-(piperazin-1-yl)nicotinamide O[C@@H]1C[C@H](N(C1)C([C@H](C(C)(C)C)NC(C1=CN=C(C=C1)N1CCNCC1)=O)=O)C(NCC1=CC=C(C=C1)C1=C(N=CS1)C)=O